4-[[4-[3-methyl-1-(1-methyl-2,6-dioxo-3-piperidyl)-2-oxo-benzimidazol-4-yl]-1-piperidyl] methyl]piperidine-1-carboxylate CN1C(N(C2=C1C(=CC=C2)C2CCN(CC2)CC2CCN(CC2)C(=O)[O-])C2C(N(C(CC2)=O)C)=O)=O